(3r,4r)-1-(1-(3,4-difluorobenzyl)-5,6-difluoro-1H-benzoimidazol-2-yl)-4-fluoro-3-piperidinamine FC=1C=C(CN2C(=NC3=C2C=C(C(=C3)F)F)N3C[C@H]([C@@H](CC3)F)N)C=CC1F